C(C)(C)NC(C)C.[Li] lithium diisopropylamine